methyl 2-(2-tolyl)-2-methoxyiminoacetate C1(=C(C=CC=C1)C(C(=O)OC)=NOC)C